ClC1=C(C=CC=C1)N1N=NC(=C1)CN1C2(C3=CC=CC=C3C(C1)O)CCCCC2 2'-((1-(2-chlorophenyl)-1H-1,2,3-triazol-4-yl)methyl)-3',4'-dihydro-2'H-spiro[cyclohexane-1,1'-isoquinolin]-4'-ol